(5S)-5-[({7-cyclobutyl-6-(3,8-diazabicyclo[3.2.1]octan-3-yl)-8-[(8-ethynyl-7-fluoro-3-hydroxynaphthalen-1-yl)oxy]-7H-purin-2-yl}oxy)methyl]-1-methylpyrrolidin-2-one C1(CCC1)N1C(=NC2=NC(=NC(=C12)N1CC2CCC(C1)N2)OC[C@@H]2CCC(N2C)=O)OC2=CC(=CC1=CC=C(C(=C21)C#C)F)O